dimethylbenzylsulfuric acid CC(C1=CC=CC=C1)(OS(O)(=O)=O)C